1-tert-butyl 2-methyl (2S,4R)-4-(methanesulfonyloxy)pyrrolidine-1,2-dicarboxylate CS(=O)(=O)O[C@@H]1C[C@H](N(C1)C(=O)OC(C)(C)C)C(=O)OC